C(=C)OCC1C2CN(CC12)C(=O)OC(C)(C)C tert-Butyl exo-6-(vinyloxymethyl)-3-azabicyclo[3.1.0]hexane-3-carboxylate